methyl 3-[2-(4-bromobutoxy)phenyl]propanoate BrCCCCOC1=C(C=CC=C1)CCC(=O)OC